O=C1N(CCC(N1)=O)C1=CC2=C(N=C(O2)C2CCN(CC2)C(=O)OC(C)(C)C)C=C1 tert-Butyl 4-(6-(2,4-dioxotetrahydropyrimidin-1(2H)-yl)benzo[d]oxazol-2-yl)piperidine-1-carboxylate